(Z)-3-Nonenal C(C\C=C/CCCCC)=O